C(#N)C(C(=O)NC1=CC=CC=C1)C(=O)C1=C(C=NC=C1)[N+](=O)[O-] 2-cyano-3-(3-nitropyridin-4-yl)-3-oxo-N-phenylpropanamide